fluorine hexadecyl alcohol acrylate C(C=C)(=O)OCCCCCCCCCCCCCCCC.[F]